tert-Butyl(6-((3-((6-chloro-3-(methylcarbamoyl)pyridazin-4-yl)amino)-4-methoxy-5-(1-methyl-1H-1,2,4-Triazol-3-yl)phenethoxy)methyl)pyridin-2-yl)carbamate C(C)(C)(C)OC(NC1=NC(=CC=C1)COCCC1=CC(=C(C(=C1)C1=NN(C=N1)C)OC)NC1=C(N=NC(=C1)Cl)C(NC)=O)=O